COC=1C=CC=2N(C1)N=C(N2)N 6-methoxy-[1,2,4]triazolo[1,5-a]pyridin-2-amine